4,10-dimethyldodecanoic acid CC(CCC(=O)O)CCCCCC(CC)C